4-(trifluoromethyl)phenylmagnesium chloride FC(C1=CC=C(C=C1)[Mg]Cl)(F)F